FC1=CC(=CC=2N(C(=NC21)N2C[C@@H]1[C@H](OCCN1)CC2)[C@H](C)C2=CC=C(C=N2)C#N)F 6-((1R)-1-(4,6-Difluoro-2-((4aR,8aR)-hexahydro-2H-pyrido[4,3-b][1,4]oxazin-6(5H)-yl)-1H-benzimidazol-1-yl)ethyl)-3-pyridincarbonitril